2-(pentylthio)ethanol C(CCCC)SCCO